C(/C1=CC=CC=C1)=C(\C(=O)C1=CC=CC=C1)/C#CC1=CC=CC=C1 (E)-2-benzylidene-1,4-diphenylbut-3-yn-1-one